6-(2-Ethyl-4-(3-fluorophenyl)-1H-imidazol-5-yl)-[1,2,4]triazolo[1,5-a]pyridine C(C)C=1NC(=C(N1)C1=CC(=CC=C1)F)C=1C=CC=2N(C1)N=CN2